3-(phenylsulfonyl)-1-(pyridin-2-ylethynyl)-3-azabicyclo[3.1.0]hexane C1(=CC=CC=C1)S(=O)(=O)N1CC2(CC2C1)C#CC1=NC=CC=C1